2-(4-((difluoromethoxy)methyl)bicyclo[2.2.1]heptan-1-yl)acetaldehyde FC(OCC12CCC(CC1)(C2)CC=O)F